C(C1=CC=CC=C1)OC(=O)NS(=O)(=O)N1C(=C(C=C1)C1CN(CCC1)C(CNC(=O)OC(C)(C)C)=O)C(=O)OCC1=CC=CC=C1 Benzyl 1-(benzyloxycarbonylsulfamoyl)-3-[1-[2-(tert-butoxycarbonylamino)acetyl]-3-piperidyl]pyrrole-2-carboxylate